FC1=CC=C(C=C1)N1N=CC(=N1)C(=O)N 2-(4-fluorophenyl)-2H-1,2,3-triazole-4-carboxamide